3-hydroxy-2-methylvaleric acid OC(C(C(=O)O)C)CC